N1=CNC2=C1C=C(C=C2S(=O)(=O)O)S(=O)(=O)O benzimidazol-4,6-disulfonic acid